CC1=NC(=NO1)C=1C=C2CCC(C2=CC1)NC1=NC=CN=C1 N-(5-(5-methyl-1,2,4-oxadiazol-3-yl)-2,3-dihydro-1H-inden-1-yl)pyrazin-2-amine